3-(6-chloropyridin-3-yl)-3-[4-(7H-pyrrolo[2,3-d]pyrimidin-4-yl)-1H-pyrazolyl]propanenitrile ClC1=CC=C(C=N1)C(CC#N)N1N=CC(=C1)C=1C2=C(N=CN1)NC=C2